isoamyl 3-phenylpropenoate C1(=CC=CC=C1)C=CC(=O)OCCC(C)C